COC1=CC=C(COC2=CC(=NC(=N2)SC)N2CCOCC2)C=C1 4-(6-((4-methoxybenzyl)oxy)-2-(methylthio)pyrimidin-4-yl)morpholine